(P)-3-chloro-4-((4-fluoropyridin-3-yl)methoxy)-6''-(2-hydroxypropan-2-yl)-5',6-dimethyl-2H-[1,4':2',2''-terpyridin]-2-one ClC=1C(N(C(=CC1OCC=1C=NC=CC1F)C)C1=CC(=NC=C1C)C1=NC(=CC=C1)C(C)(C)O)=O